C(C1=CC=CC=C1)SC1=C2CCN(C(C2=CC=C1)=O)C(C)(C)C 5-Benzylthio-2-tert-butyl-3,4-dihydroisoquinolin-1-one